C(#N)C(CNC(=O)C=1C(=NC(=NC1)C1CC1)OC1=CC=CC=C1)=C N-(2-cyanoallyl)-2-cyclopropyl-4-phenoxypyrimidine-5-carboxamide